7',8'-Dihydro-6'H-spiro[[1,3]dioxolane-2,5'-quinoline] 1'-oxide [N+]1(=CC=CC=2C3(CCCC12)OCCO3)[O-]